C1(C(=CC(C=C1)=O)C1=CC=CC=C1)=O 4-benzoquinonyl-benzene